NC1=CC=CC(=N1)S(=O)(=O)NC(=O)C=1C(=NC(=CC1)C1=C(C(=CC=C1)F)O)N1C(C[C@@H](C1)C)(C)C N-[(6-Amino-2-pyridyl)sulfonyl]-6-(3-fluoro-2-hydroxyphenyl)-2-[(4S)-2,2,4-trimethylpyrrolidin-1-yl]pyridin-3-carboxamid